ClC=1C=C(C=C2CCN(CC12)C(CNC(\C=C\C1=C(C=C(C=C1)C(F)(F)F)F)=O)=O)CC(=O)OC(C)(C)C tert-Butyl 2-[8-chloro-2-[2-[[(E)-3-[2-fluoro-4-(trifluoromethyl)phenyl]prop-2-enoyl]amino]acetyl]-3,4-dihydro-1H-isoquinolin-6-yl]acetate